glycerine di-oleate C(CCCCCCC\C=C/CCCCCCCC)(=O)O.C(CCCCCCC\C=C/CCCCCCCC)(=O)O.OCC(O)CO